2-(5-(6-methylquinolin-4-yl)thiophen-2-ylsulfanyl)-2-methylpropionic acid CC=1C=C2C(=CC=NC2=CC1)C1=CC=C(S1)SC(C(=O)O)(C)C